6,6-Dimethyl-4-(6-tosyl-2,6-diazaspiro[3.5]nonan-2-yl)-6H-pyrimido[5,4-b][1,4]oxazin-7(8H)-one CC1(C(NC2=C(O1)C(=NC=N2)N2CC1(C2)CN(CCC1)S(=O)(=O)C1=CC=C(C)C=C1)=O)C